7-bromo-6-methyl-2-[4-(1-methyl-1,2,3-triazacyclopentane-4-yl)bicyclo[2.2.2]octan-1-yl]-3-(trideuteriomethyl)-3,4-dihydrothieno[3,2-d]pyrimidin-4-one BrC1=C(SC2=C1N=C(N(C2=O)C([2H])([2H])[2H])C21CCC(CC2)(CC1)C1NNN(C1)C)C